FC1=C(C=C(C=C1)N(C(=O)C1=CC(=C2C(=N1)N(C=N2)C=2C=CC(=NC2)NC(OC)=O)C)C)C methyl N-[5-[5-[(4-fluoro-3-methyl-phenyl)-methyl-carbamoyl]-7-methyl-imidazo[4,5-b]pyridin-3-yl]-2-pyridyl]carbamate